CNC=1C=CC(=NC1)C1=C(C=C(C#N)C=C1)OC1=CC(=NC(=C1)N1CCOCC1)C 4-[5-(methylamino)pyridin-2-yl]-3-(2-methyl-6-morpholin-4-ylpyridin-4-yl)oxybenzonitrile